rac-(1aR,6aS)-1a,6a-dihydro-1H-dispiro[cyclopropa[a]indene-6,1'-cyclohexane-4',2''-[1,3]dioxolane] O1C2(OCC1)CCC1(CC2)[C@@H]2[C@H](C=3C=CC=CC31)C2 |r|